1-Benzyl (2-(2-(2-(prop-2-yn-1-yloxy)ethoxy)ethoxy)ethyl)carbamate C(C#C)OCCOCCOCCNC(OCC1=CC=CC=C1)=O